C(C)(=O)N1C[C@H](CC1)NC1=CC=C(NC=2N=C(C3=C(N2)NC=C3)OC=3C=C(C=CC3)NC(C=C)=O)C=C1 (S)-N-(3-(2-(4-(1-acetylpyrrolidin-3-ylamino)anilino)-7H-pyrrolo[2,3-d]pyrimidin-4-yloxy)phenyl)acrylamide